C[C@H]1[C@](CC[C@@]2(C(CCC[C@@H]12)=C)C)(C)CC1=C(C(C=C(C1=O)OC)=O)O 3-[[(1R,2S,4aS,8aS)-1,2,4a-trimethyl-5-methylidene-3,4,6,7,8,8a-hexahydro-2H-naphthalen-yl]methyl]-2-hydroxy-5-methoxycyclohexa-2,5-diene-1,4-dione